glucose pyruvate C(C(=O)C)(=O)O.O=C[C@H](O)[C@@H](O)[C@H](O)[C@H](O)CO